2-bromo-1-(1-(cyclopropylmethyl)-1H-pyrazol-4-yl)ethan-1-one BrCC(=O)C=1C=NN(C1)CC1CC1